7'-methyl-5'-oxo-5'H,7'H-spiro[cyclopropane-1,8'-pyrano[4,3-b]pyridin] CC1C2(C3=NC=CC=C3C(O1)=O)CC2